2-fluoro-8-methoxy-10-oxo-1,2,3,3a,4,5,10,10a-octahydrobenz[b]cyclopenta[e]azepine-4-sulfonic acid sodium [Na].FC1CC2C(C(C3=C(NC2S(=O)(=O)O)C=CC(=C3)OC)=O)C1